C1N(CC2C1CCC2)C=2C1=C(N=CN2)SC(=N1)N 7-(hexahydrocyclopenta[c]pyrrol-2(1H)-yl)thiazolo[5,4-d]pyrimidin-2-amine